(S)-3-fluoro-4-(2-methyl-4-(piperidin-4-yl)benzo[d][1,3]dioxol-2-yl)benzamide TFA salt OC(=O)C(F)(F)F.FC=1C=C(C(=O)N)C=CC1[C@@]1(OC2=C(O1)C=CC=C2C2CCNCC2)C